maleimidobutyryl-oxysuccinimide C1(C=CC(N1CCCC(=O)OC1C(=O)NC(C1)=O)=O)=O